COC1=CC=NC=C1C#CC1=C(C=CC=C1)NS(=O)(=O)C=1C=CC(=C2C=CC=NC12)OCC(F)(F)F 4-Methoxy-5-{2-[5-(2,2,2-trifluoro-ethoxy)-chinolin-8-sulfonylamino]-phenylethynyl}-pyridin